ethyl {[1-(2,6-dimethoxyphenyl)-2-(5-methylfuran-2-yl)-1H-imidazol-5-yl]sulfanyl}acetate COC1=C(C(=CC=C1)OC)N1C(=NC=C1SCC(=O)OCC)C=1OC(=CC1)C